1-carbonyl-1,2-dihydroisoquinoline C(=O)=C1NC=CC2=CC=CC=C12